2-[2-(6-methyl-2-pyridyl)imidazo[1,2-a]pyridin-3-yl]-7-(5,6,7,8-tetrahydro-[1,2,4]triazolo[1,5-a]pyrazin-2-yl)-1,5-naphthyridine CC1=CC=CC(=N1)C=1N=C2N(C=CC=C2)C1C1=NC2=CC(=CN=C2C=C1)C1=NN2C(CNCC2)=N1